rac-(7S)-7-tert-butyl-N-[rac-(1R)-1-[6-(2-amino-2-oxo-ethoxy)-3-pyridyl]-3-(4-hydroxy-1-piperidyl)propyl]-5,6,7,8-tetrahydrothiazolo[5,4-b]quinoline-2-carboxamide C(C)(C)(C)[C@@H]1CC=2C=C3C(=NC2CC1)SC(=N3)C(=O)N[C@H](CCN3CCC(CC3)O)C=3C=NC(=CC3)OCC(=O)N |r|